C(=O)(OOOC(C)(C)C)OC(=O)OOOC(C)(C)C.C=C ethylene bis(t-butyl peroxy) dicarbonate